N-[(3R)-7-carbazoyl-5-(4-chlorobenzyl)-4-keto-2,3-dihydro-1,5-benzothiazepin-3-yl]carbamic acid tert-butyl ester C(C)(C)(C)OC(N[C@H]1CSC2=C(N(C1=O)CC1=CC=C(C=C1)Cl)C=C(C=C2)C(NN)=O)=O